ClC1=NNC=C1Cl 3,4-dichloropyrazole